(S)-1-(1-(3-chlorophenyl)ethyl)-7-fluoro-6-nitroquinoxalin-2(1H)-one ClC=1C=C(C=CC1)[C@H](C)N1C(C=NC2=CC(=C(C=C12)F)[N+](=O)[O-])=O